ClC1=CC=C(C=N1)N1N=CC=CC1=O 2-(6-Chloropyridin-3-yl)pyridazin-3(2H)-one